(R)-N-(5-(TERT-BUTYL)-2-(HEXAN-3-YLOXY)PHENYL)-1-(2,5-DIMETHOXYPHENYL)-5-METHYL-1H-1,2,3-TRIAZOLE-4-CARBOXAMIDE C(C)(C)(C)C=1C=CC(=C(C1)NC(=O)C=1N=NN(C1C)C1=C(C=CC(=C1)OC)OC)O[C@H](CC)CCC